C12NCC(CC1)(CC2)C(=O)N 2-Azabicyclo[2.2.2]octane-4-carboxamide